4-(tert-butoxycarbonyl)-2,6-dimethylpiperazin-1-yl-acetic acid C(C)(C)(C)OC(=O)N1CC(N(C(C1)C)CC(=O)O)C